methyl 6-(1-methylcyclopropyl)furo[2,3-b]pyrazine-2-carboxylate CC1(CC1)C1=CC=2C(=NC=C(N2)C(=O)OC)O1